C(C)N1CC(CCC1)NC=1N=NC(=C2C1N=C(C=C2)C)C2=C(C=C(C=C2)S(=O)(=O)C)O 2-[8-[[1-ethyl-3-piperidyl]amino]-2-methyl-pyrido[2,3-d]pyridazin-5-yl]-5-methylsulfonyl-phenol